N-(1-methyl-3-(pyridin-2-yl)-1H-pyrazol-4-yl)-[3,3'-bipyridine]-5-carboxamide CN1N=C(C(=C1)NC(=O)C=1C=C(C=NC1)C=1C=NC=CC1)C1=NC=CC=C1